(R)-1-acetoxy-5-hydroxyhexane C(C)(=O)OCCCC[C@@H](C)O